1-amino-4,4-difluorocyclohexane-1-carboxylic acid methyl ester hydrochloride Cl.COC(=O)C1(CCC(CC1)(F)F)N